C[C@H]([C@@H](C(=O)OC)N1C([C@@H](N(CC1)S(=O)(=O)C1=CC=C(C=C1)[N+](=O)[O-])C)=O)CC Methyl (2S,3S)-3-methyl-2-[(3s)-3-methyl-4-(4-nitrobenzene-1-sulfonyl)-2-oxopiperazin-1-yl]pentanoate